FC(C(=O)O)(F)F.FC(C(=O)O)(F)F.FC(C1=NC=CC(=C1)N1CC(C1)N)(F)F 1-(2-(trifluoromethyl)pyridin-4-yl)azetidin-3-amine bistrifluoroacetate